C(O)C(C=1C=CC(=CC1)O)(CO)CO trimethylol-p-cresol